[(3S)-1-methyl-5-oxo-pyrrolidin-3-yl]4-[6-fluoro-3-(2-tetrahydrofuran-3-yloxy-3-pyridyl)pyrazolo[1,5-a]pyrimidin-5-yl]piperazine-1-carboxylate CN1C[C@H](CC1=O)OC(=O)N1CCN(CC1)C1=NC=2N(C=C1F)N=CC2C=2C(=NC=CC2)OC2COCC2